(+-)-1,3-dibenzyl-2-(phenylpropyl)imidazolidine tert-Butyl-(2R)-2-ethyl-7-(trifluoromethyl)-2,3-dihydropyrido[2,3-f][1,4]oxazepine-4(5H)-carboxylate C(C)(C)(C)OC(=O)N1C[C@H](OC2=C(C1)N=C(C=C2)C(F)(F)F)CC.C(C2=CC=CC=C2)N2C(N(CC2)CC2=CC=CC=C2)CCCC2=CC=CC=C2